N[C@H](C)C=1C(=C(C=CC1)C([C@H](C)O)(F)F)F (S)-1-(3-((R)-1-aminoethyl)-2-fluorophenyl)-1,1-difluoropropan-2-ol